1-oxo-1,2,3,4-tetrahydroisoquinoline-8-carboxamide O=C1NCCC2=CC=CC(=C12)C(=O)N